5-bromo-N-(3-chloro-5-methylsulfonylphenyl)-1-methyl-1H-pyrrole-3-carboxamide BrC1=CC(=CN1C)C(=O)NC1=CC(=CC(=C1)S(=O)(=O)C)Cl